3-bromo-5-(1,4-dioxan-2-yl)pyridine BrC=1C=NC=C(C1)C1OCCOC1